(1r,3r)-3-(4-nitrophenoxy)cyclobutan-1-ol [N+](=O)([O-])C1=CC=C(OC2CC(C2)O)C=C1